(benzophenanthrenyl)[(Naphthobenzofuranyl)phenyl]anthracene C1(=C2C=3C=CC=CC3C3=C(C2=CC=C1)C=CC=C3)C3=C(C1=CC2=CC=CC=C2C=C1C=C3)C3=C(C=CC=C3)C3=COC=1C3=CC=C3C1C=CC1=CC=CC=C13